((Perfluoro-9-methyldecyl)methyl)oxirane FC(C(C(C(C(C(C(C(C(C(F)(F)F)(C(F)(F)F)F)(F)F)(F)F)(F)F)(F)F)(F)F)(F)F)(F)F)(F)CC1OC1